Boc-dimethylglycine C(=O)(OC(C)(C)C)C(N(C)C)C(=O)O